CC1CC1N1SC2=C(C1=O)C=CC=C2 (3-methylcyclopropyl)benzo[d]isothiazol-3(2H)-one